FC1=C(C=CC=C1)C(C)OC1=C(NC(=C1)C(=O)NC1COC1)C(=O)NC 3-(1-(2-fluorophenyl)ethoxy)-N2-methyl-N5-(oxetan-3-yl)-1H-pyrrole-2,5-dicarboxamide